The molecule is a group of trihydroxy-5beta-cholanic acids that are the 6,7-diastereoisomers of 3alpha,6,7-trihydroxy-5beta-cholan-24-oic acid. It is a 3alpha-hydroxy steroid, a bile acid, a 6-hydroxy steroid, a 7-hydroxy steroid, a trihydroxy-5beta-cholanic acid and a C24-steroid. C[C@H](CCC(=O)O)[C@H]1CC[C@@H]2[C@@]1(CC[C@H]3[C@H]2C(C([C@H]4[C@@]3(CC[C@H](C4)O)C)O)O)C